ClC1=C(C(=N)NO)C=CC(=C1)C(F)(F)F 2-chloro-N-hydroxy-4-(trifluoromethyl)benzamidine